C(C(C)C)N1C(=NC=C1C1=CC=CC=C1)C(=O)C1=CC=CC=C1 (1-isobutyl-5-phenyl-1H-imidazol-2-yl)(phenyl)methanone